(1R,5S)-3-(2-chloro-7-(8-ethynyl-7-fluoronaphthalen-1-yl)-8-fluoropyrido[4,3-d]pyrimidin-4-yl)-3,8-diazabicyclo[3.2.1]octane-8-carboxylic acid tert-butyl ester C(C)(C)(C)OC(=O)N1[C@H]2CN(C[C@@H]1CC2)C=2C1=C(N=C(N2)Cl)C(=C(N=C1)C1=CC=CC2=CC=C(C(=C12)C#C)F)F